7-(4-((R)-sec-butoxy)phenyl)benzothiadiazole [C@@H](C)(CC)OC1=CC=C(C=C1)C1=CC=CC=2N=NSC21